(E)-3-(benzo[d]thiazol-2-yl)-4-(1-phenyl-1H-pyrazol-5-yl)but-3-enoic acid S1C(=NC2=C1C=CC=C2)\C(\CC(=O)O)=C\C2=CC=NN2C2=CC=CC=C2